(E)-3-(2-(4-(furan-3-carbonyl)piperazin-1-yl)phenyl)-N-hydroxyacrylamide O1C=C(C=C1)C(=O)N1CCN(CC1)C1=C(C=CC=C1)/C=C/C(=O)NO